Trimethylbenzenesulfonate CC1=C(C(=C(C=C1)S(=O)(=O)[O-])C)C